(R)-N-(4-((2,4-dimethoxybenzyl)(2-fluoroethyl)amino)butan-2-yl)-5-(4-(trifluoromethyl)phenoxy)-2-naphthamide COC1=C(CN(CC[C@@H](C)NC(=O)C2=CC3=CC=CC(=C3C=C2)OC2=CC=C(C=C2)C(F)(F)F)CCF)C=CC(=C1)OC